5-bromo-2,2-dimethyltetrahydro-4H-pyran-4-one BrC1C(CC(OC1)(C)C)=O